2,3-dichlorobenzoquinone ClC=1C(C=CC(C1Cl)=O)=O